(4-(azepan-1-yl)-2-((1-((dimethylamino)methyl)cyclopropyl)methoxy)-5,7-dihydro-6H-pyrrolo[3,4-d]pyrimidin-6-yl)(3-hydroxy-8-iodonaphthalen-1-yl)methanone N1(CCCCCC1)C=1C2=C(N=C(N1)OCC1(CC1)CN(C)C)CN(C2)C(=O)C2=CC(=CC1=CC=CC(=C21)I)O